B([O-])([O-])[O-].FC(C=1C=C(C=C(C1)C(F)(F)F)[Tl+3])(F)F [3,5-bis(trifluoromethyl)phenyl]Thallium borate